(2S,4R)-2-((4-chloro-3-(trifluoromethyl)phenyl)carbamoyl)-4-methylsulfonyloxypyrrole-1-carboxylic acid tert-butyl ester C(C)(C)(C)OC(=O)N1C(=CC(=C1)OS(=O)(=O)C)C(NC1=CC(=C(C=C1)Cl)C(F)(F)F)=O